N[C@@H](CC1=CNC2=CC=CC=C12)C(=O)[O-].C(CCC)[P+](C1=CC=CC=C1)(C1=CC=CC=C1)C1=CC=CC=C1 Butyl-triphenyl-phosphonium tryptophan salt